8-(6-((2-(4-fluoropiperidin-1-yl)ethoxy)methyl)pyridin-3-yl)-3-methyl-1-(oxetan-3-yl)-1H-imidazo[4,5-c]cinnolin-2(3H)-one FC1CCN(CC1)CCOCC1=CC=C(C=N1)C1=CC=2C3=C(N=NC2C=C1)N(C(N3C3COC3)=O)C